3-(6-methylpyridin-2-yl)-1H-indole-6-carbonitrile CC1=CC=CC(=N1)C1=CNC2=CC(=CC=C12)C#N